O.O.[Mn+2].C1(=CC=CC2=CC=CC=C12)N Naphthylamin manganese (ii) dihydrate